O1CCOC2=C1C=CC=C2 dihydrobenzo[1,4]dioxin